(2S)-2-amino-3-{1-methyl-1H-pyrrolo[2,3-b]pyridin-3-yl}propanoic acid N[C@H](C(=O)O)CC1=CN(C2=NC=CC=C21)C